1H-pyrrolo[3,2-c]pyridin-3-amine hydrochloride Cl.N1C=C(C=2C=NC=CC21)N